N1=CC(=CC2=CC=CC=C12)[O-] 3-quinolinolate